C(#N)C1=CC=C(C(=O)C2=CC3=C(N=C(S3)NC(=O)C=3OC=CC3)C=C2)C=C1 N-(6-(4-cyanobenzoyl)benzo[d]thiazol-2-yl)furan-2-carboxamide